OC1(OOC(CC1C(=O)[O-])C1=CC=CC=C1)C 3-hydroxy-3-methyl-6-phenyl-1,2-dioxane-4-carboxylate